C(CCC)N1C(=[NH+]C=C1)C 1-butyl-2-methylimidazolium